N-(6-methoxy-1,2,3,4-tetrahydroisoquinolin-7-yl)-7-[5-(4-methylpiperazin-1-yl)pyridin-3-yl]quinazolin-2-amine COC=1C=C2CCNCC2=CC1NC1=NC2=CC(=CC=C2C=N1)C=1C=NC=C(C1)N1CCN(CC1)C